7-(benzyloxy)-2-(1-methyl-2-oxabicyclo[2.1.1]Hex-4-yl)imidazo[1,2-a]Pyridine-6-carboxylic acid C(C1=CC=CC=C1)OC1=CC=2N(C=C1C(=O)O)C=C(N2)C21COC(C2)(C1)C